C(C)(=O)N1CCC(CC1)N(C(OC(C)(C)C)=O)CC=1C(=NC(=CC1)C1=C(C(=CC=C1)C1=C(C(=NC=C1)C1=CC(=C(C=C1)CNCC(F)F)OC)Cl)Cl)OC tert-Butyl (1-acetylpiperidin-4-yl)((6-(2-chloro-3-(3-chloro-2-(4-(((2,2-difluoroethyl)amino)methyl)-3-methoxyphenyl)pyridin-4-yl)phenyl)-2-methoxypyridin-3-yl)methyl)carbamate